ClC1=CC=C(C=C1)[C@@](C)(C#C)C=1N=C(SC1)NC(C1=C(C=C(C=C1F)N1CCN(CC1)CCO)F)=O (R)-N-(4-(2-(4-chlorophenyl)but-3-yn-2-yl)thiazol-2-yl)-2,6-difluoro-4-(4-(2-hydroxyethyl)piperazin-1-yl)benzamide